FC1(CCN(CC1)C1=NC(=CC(=C1)C1=NN=C(O1)C1=C(C=C(C=C1)NS(=O)(=O)C(CO)(C)C)N1CCC2(CC2)CC1)C)F N-(4-(5-(2-(4,4-difluoropiperidin-1-yl)-6-methylpyridin-4-yl)-1,3,4-oxadiazole-2-yl)-3-(6-azaspiro[2.5]octane-6-yl)phenyl)-1-hydroxy-2-methylpropane-2-sulfonamide